methyl 3-(2-((tert-butoxycarbonyl)amino)ethoxy)-4-chloro-5-nitrobenzoate C(C)(C)(C)OC(=O)NCCOC=1C=C(C(=O)OC)C=C(C1Cl)[N+](=O)[O-]